1-(4-(6-chloro-8-fluoro-7-(2-methoxy-6-methylphenyl)quinazolin-4-yl)piperazin-1-yl)prop-2-en-1-one ClC=1C=C2C(=NC=NC2=C(C1C1=C(C=CC=C1C)OC)F)N1CCN(CC1)C(C=C)=O